(R)-1-((1-(3-(difluoromethyl)-2-fluorophenyl)ethyl)amino)-7-(4-methylpiperazin-1-yl)pyrido[3,4-d]pyridazin-4(3H)-one FC(C=1C(=C(C=CC1)[C@@H](C)NC=1C2=C(C(NN1)=O)C=NC(=C2)N2CCN(CC2)C)F)F